ClC=1C=C(C=CC1)C1CCN(CC1)S(=O)(=O)N1C=[N+](C=C1)C 1-((4-(3-chlorophenyl)piperidin-1-yl)sulfonyl)-3-methyl-1H-imidazol-3-ium